BrC1=CC=C(C=C1)\C=C/C(=O)OC1=C(C=C(C=C1)Cl)C1SCCCS1 (Z)-4-chloro-2-(1,3-dithian-2-yl)phenyl 3-(4-bromo-phenyl)-acrylate